C[C@H]1CCC2=C(CC[C@H](C[C@@H]12)C(=C)C)C The molecule is a carbobicyclic compound and sesquiterpene that is 1,2,3,3a,4,5,6,7-octahydroazulene which is substituted by methyl groups at positions 3 and 8 and by a (prop-1-en-2-yl group at position 5 (the 3S,3aS,5R enantiomer). It has a role as a platelet aggregation inhibitor and a plant metabolite. It is a sesquiterpene and a carbobicyclic compound.